(3,6-dibromopyridin-2-yl)methanol BrC=1C(=NC(=CC1)Br)CO